4-(4-bromo-2-methylphenyl)piperidine BrC1=CC(=C(C=C1)C1CCNCC1)C